NC=1C2=C(N=CN1)N(C=C2C2=CC=C(C=1C2=NON1)NC(=O)NC1=CC(=NO1)C1(CC1)C(F)(F)F)C1CC1 1-(7-(4-amino-7-cyclopropyl-7H-pyrrolo[2,3-d]pyrimidin-5-yl)benzo[c][1,2,5]oxadiazol-4-yl)-3-(3-(1-(trifluoromethyl)-cyclopropyl)isoxazol-5-yl)urea